((2-(hydroxymethyl)oxazol-5-yl)methyl)piperidine-1-carboxylic acid tert-butyl ester C(C)(C)(C)OC(=O)N1C(CCCC1)CC1=CN=C(O1)CO